3-(N-(4-chloro-5-cyano-2-(spiro[2.3]hexan-4-yloxy)phenyl)sulfamoyl)-4-cyclopropylbenzoic acid ClC1=CC(=C(C=C1C#N)NS(=O)(=O)C=1C=C(C(=O)O)C=CC1C1CC1)OC1C2(CC2)CC1